fluorochromic acid [Cr](=O)(=O)(O)F